[N+](=O)([O-])C=1C=CC2=C(C(CS(N2)(=O)=O)=O)C1 6-Nitro-1H-2,1-benzothiazin-4(3H)-on-2,2-dioxid